OC1=C(C(=CC(=C1CN(C(OC(C)C)=O)C)CCCCC)O)C1C(CCC(=C1)C)C(=C)C isopropyl ((2,6-dihydroxy-5'-methyl-4-pentyl-2'-(prop-1-en-2-yl)-1',2',3',4'-tetrahydro-[1,1'-biphenyl]-3-yl)methyl)(methyl)carbamate